2,5-Diazaspiro[3.5]nonan-6-one C1NCC12NC(CCC2)=O